(2S)-2-[(3R)-3-benzyloxybutoxy]propan-1-ol C(C1=CC=CC=C1)O[C@@H](CCO[C@H](CO)C)C